NC1NCC(CC1)N 2,5-diamino-hexahydropyridine